OC1=C(C(=O)OC)C=C(C=C1)CC methyl 2-hydroxy-5-ethylbenzoate